C1=2C=C(C=CC2CC1)C=N[S@](=O)C(C)(C)C (R)-N-(Bicyclo[4.2.0]oct-1(6),2,4-trien-3-ylmethylene)-2-methylpropane-2-sulfinamide